7-((1-(1-Methyl-1H-pyrazol-4-yl)-1H-indazol-6-yl)oxy)-4-(trifluoromethyl)-6,7-dihydro-5H-cyclopenta[b]pyridine-3-carbonitrile CN1N=CC(=C1)N1N=CC2=CC=C(C=C12)OC1CCC=2C1=NC=C(C2C(F)(F)F)C#N